(2S,4r)-1-[(2S)-2-[4-(3-chlorophenyl)triazol-1-yl]-3,3-dimethyl-butyryl]-4-hydroxy-N-methyl-pyrrolidine-2-carboxamide ClC=1C=C(C=CC1)C=1N=NN(C1)[C@H](C(=O)N1[C@@H](C[C@H](C1)O)C(=O)NC)C(C)(C)C